C(C1=CC=CC=C1)NC(=O)NC1=CC(=C(C=C1)C1=CN=C(S1)N1CCC(CC1)O)S(NC(C)(C)C)(=O)=O 1-benzyl-3-[3-(tert-butylsulfamoyl)-4-[2-(4-hydroxy-1-piperidyl)thiazol-5-yl]phenyl]urea